N-(1-(1-(3-methoxyphenyl)-2-((4-methoxyphenyl)sulfonylamino)-2-oxoethyl)indol-4-yl)glycine COC=1C=C(C=CC1)C(C(=O)NS(=O)(=O)C1=CC=C(C=C1)OC)N1C=CC2=C(C=CC=C12)NCC(=O)O